Dimethyl-(6-((2-((6-(1-methyl-1H-pyrazol-4-yl)-5-(4-methylpiperazin-1-yl)chroman-8-yl)amino)-7H-pyrrolo[2,3-d]pyrimidin-4-yl)amino)quinoxalin-5-yl)phosphine oxide CP(C1=C2N=CC=NC2=CC=C1NC=1C2=C(N=C(N1)NC=1C=C(C(=C3CCCOC13)N1CCN(CC1)C)C=1C=NN(C1)C)NC=C2)(C)=O